C12CC(CCC2O1)CC(C(=O)OC)=C methyl 7-oxabicyclo[4.1.0]heptane-3-methacrylate